2-hydroxy-2-(2-hydroxyethoxy)-phenyl-2-methylpropan OC1(C(C=CC=C1)CC(C)C)OCCO